COC(=O)C1=CC2=C(N(C(=N2)C(F)F)[C@@H](CO)C)C(=C1)Br (R)-7-bromo-2-(difluoromethyl)-1-(1-hydroxypropan-2-yl)-1H-benzo[d]Imidazole-5-carboxylic acid methyl ester